[6-(5-cyclopropyl-4H-1,2,4-triazol-3-yl)-2-azaspiro[3.3]heptan-2-yl]-[6-(4-mesylphenyl)-2-azaspiro[3.3]heptan-2-yl]methanone C1(CC1)C=1NC(=NN1)C1CC2(CN(C2)C(=O)N2CC3(C2)CC(C3)C3=CC=C(C=C3)S(=O)(=O)C)C1